N-(4-(1,3-dimethyl-1H-pyrazol-4-yl)-7-(1-methyl-1H-pyrazol-3-yl)quinazolin-6-yl)acrylamide CN1N=C(C(=C1)C1=NC=NC2=CC(=C(C=C12)NC(C=C)=O)C1=NN(C=C1)C)C